(2,4-dimethoxybenzyl)-7-methoxy-1,5-naphthyridine-2,4-diamine COC1=C(CC=2C(=NC3=CC(=CN=C3C2N)OC)N)C=CC(=C1)OC